tert-butyl N-(2-(1-(2-chloro-6,7-dimethoxyquinazolin-4-yl)azetidin-3-yl)ethyl)sulfamoylcarbamate ClC1=NC2=CC(=C(C=C2C(=N1)N1CC(C1)CCNS(=O)(=O)NC(OC(C)(C)C)=O)OC)OC